C(C1=CC=CC=C1)N1C[C@@H](CC1)NS(=O)(=O)C=1C=NC(=CC1)N(C)C (R)-N-(1-Benzylpyrrolidin-3-yl)-6-(dimethylamino)pyridine-3-sulfonamide